P(=O)(O)(O)OC[C@@H]1[C@H](C[C@@H](O1)N1C(=O)NC(=O)C(=C1)I)O 5-iodo 2'-deoxyuridine-5'-monophosphate